NC=1C=2N(C3=CC(=CC=C3N1)C(=O)N([C@@H]1COC3=C1C=CC(=C3)C(F)(F)F)C([2H])([2H])[2H])C=NC2 (S)-4-amino-N-(methyl-d3)-N-(6-(trifluoromethyl)-2,3-dihydrobenzofuran-3-yl)imidazo[1,5-a]quinoxaline-8-carboxamide